BrC=1N=C(N2C1C(=NC(=C2C)C)Cl)C 1-bromo-8-chloro-3,5,6-trimethylimidazo[1,5-a]pyrazine